bromo-N-(dimethylaminomethylene)propanamide BrC(C(=O)N=CN(C)C)C